(R or S)-ter-cyclopropyl C1(CC1)C1(CC1)C1CC1